1-(3-(3-methyloxetan-3-yl)1H-isoxazol-5-yl)-methane CC1(COC1)C1=NOC(=C1)C